(3R,4R)-1-cyclohexyl-4-{[5-(2,4-difluoro-phenyl)-isoxazole-3-carbonyl]-amino}-piperidine-3-carboxylic acid (2-methoxy-ethyl)-amide COCCNC(=O)[C@@H]1CN(CC[C@H]1NC(=O)C1=NOC(=C1)C1=C(C=C(C=C1)F)F)C1CCCCC1